P(=O)(O)(O)O.ClC1=CC=C2C(=CN=CC2=C1)NC=1C=NC(=CC1)N1C(=NC(=C1)C)C 7-chloro-N-(6-(2,4-dimethyl-1H-imidazol-1-yl)pyridin-3-yl)isoquinolin-4-amine phosphate